O[C@H]([C@@H]1C(N(CCC1)C)=O)C1=NN=C(C2=C1CCC2)C2=C(C=C(C=C2)C(F)(F)F)OC |&1:1| (R)-3-((R/S)-hydroxy(4-(2-methoxy-4-(trifluoromethyl)phenyl)-6,7-dihydro-5H-cyclopenta[d]pyridazin-1-yl)methyl)-1-methylpiperidin-2-one